O1CCC(CC1)CS(=O)(=O)[O-] tetrahydro-2H-Pyran-4-ylmethanesulfonate